(1,4-naphthalenediyl)bisbenzoxazole tert-butyl-7-[4-(2,6-dioxo-3-piperidinyl)phenyl]-2,7-diazaspiro[3.5]-nonane-2-carboxylate C(C)(C)(C)OC(=O)N1CC2(C1)CCN(CC2)C2=CC=C(C=C2)C2C(NC(CC2)=O)=O.C2(=CC=C(C1=CC=CC=C21)C=2OC1=C(N2)C=CC=C1)C=1OC2=C(N1)C=CC=C2